(S)-2-((4-(6-(4-chloro-2-fluorobenzyloxy)pyrazin-2-yl)-5,6-dihydropyridin-1(2H)-yl)methyl)-1-(oxetan-2-ylmethyl)-1H-benzo[d]imidazole-6-carboxylic acid ClC1=CC(=C(COC2=CN=CC(=N2)C2=CCN(CC2)CC2=NC3=C(N2C[C@H]2OCC2)C=C(C=C3)C(=O)O)C=C1)F